(S)-2-((t-butoxycarbonyl)amino)-3-(4-((4-(cyclopropylamino)-5-(trifluoromethyl)pyrimidin-2-yl)amino)-3-methoxyphenyl)propionic acid C(C)(C)(C)OC(=O)N[C@H](C(=O)O)CC1=CC(=C(C=C1)NC1=NC=C(C(=N1)NC1CC1)C(F)(F)F)OC